COCC=1C=C(N)C=CC1OC1=CC=CC=C1 3-(methoxymethyl)-4-phenoxyaniline